2-oxoimidazolidine-1,3-disulfonic acid O=C1N(CCN1S(=O)(=O)O)S(=O)(=O)O